FC1=CC=C(C=C1)[C@@H]1N(CCC2=CC=CC=C12)C(=O)[C@H]1C[C@H]2[C@@H](O[C@@H](CN2)C)CO1 ((S)-1-(4-fluorophenyl)-3,4-dihydroisoquinolin-2(1H)-yl)((3R,4aR,7R,8aS)-3-methyloctahydropyrano[3,4-b][1,4]oxazin-7-yl)methanone